O=C1C(=C(C1=O)NC1=C(C(=NC=C1)C(=O)N(C)CC)O)N[C@H]1C(CCC2=C1C=C(O2)C)(C)C (S)-4-((3,4-dioxo-2-((2,5,5-trimethyl-4,5,6,7-tetrahydrobenzofuran-4-yl)amino)cyclobut-1-en-1-yl)amino)-N-ethyl-3-hydroxy-N-methylpicolinamide